2-(5-(ethyl-(methyl)amino)pentyl)-1,3-dioxolane-4,5-dicarboxylate C(C)N(CCCCCC1OC(C(O1)C(=O)[O-])C(=O)[O-])C